4-methyl-5-(5-(2-methylpyrimidin-5-yl)-1-propionyl-4,5-dihydro-1H-pyrazol-3-yl)thieno[2,3-b]pyridin-6(7H)-one CC=1C2=C(NC(C1C1=NN(C(C1)C=1C=NC(=NC1)C)C(CC)=O)=O)SC=C2